4'-fluoro-5'-hydroxyspiro[cyclopropane-1,3'-indoline] FC1=C2C3(CNC2=CC=C1O)CC3